N-cyclopropyl-2-(difluoromethoxy)-6-methoxy-4-[7-(thiazol-5-ylmethoxy)imidazo[1,2-a]pyridin-3-yl]benzamide C1(CC1)NC(C1=C(C=C(C=C1OC)C1=CN=C2N1C=CC(=C2)OCC2=CN=CS2)OC(F)F)=O